2-(5-morpholin-4-yl-3,4'-bipyridin-2'-yl)-1H-imidazole-4-carboxylate N1(CCOCC1)C=1C=C(C=NC1)C1=CC(=NC=C1)C=1NC=C(N1)C(=O)[O-]